6-[3-[(4-chloro-1H-indazol-5-yl)amino]-4-methyl-pyrazol-1-yl]-2-isobutyl-3,4-dihydroisoquinolin-1-one ClC1=C2C=NNC2=CC=C1NC1=NN(C=C1C)C=1C=C2CCN(C(C2=CC1)=O)CC(C)C